(E)-3-(2-propylphenyl)acrolein C(CC)C1=C(C=CC=C1)/C=C/C=O